OC1=CC2=NC3=CC=CC(=C3N=C2C=C1)O 2,6-Dihydroxyphenazine